7-bromo-8-chloro-6-(4-methyl-3-pyridinyl)isoquinolin-3-amine BrC1=C(C=C2C=C(N=CC2=C1Cl)N)C=1C=NC=CC1C